(R)-4-(4-(4-(4-(6-(2-(2,4-difluorophenyl)-1,1-difluoro-2-hydroxy-3-(1H-tetrazol-1-yl)propyl)pyridin-3-yl)phenyl)piperazin-1-yl)phenyl)-1-ethyl-1H-1,2,4-triazol-5(4H)-one FC1=C(C=CC(=C1)F)[C@](C(F)(F)C1=CC=C(C=N1)C1=CC=C(C=C1)N1CCN(CC1)C1=CC=C(C=C1)N1C=NN(C1=O)CC)(CN1N=NN=C1)O